3-bromo-5-fluoro-1-methylpyridin-2(1H)-one BrC=1C(N(C=C(C1)F)C)=O